N-{(2S,3R,4S)-4-fluoro-1-(2-methyl-propanoyl)-2-[(2,2',3'-trifluoro[1,1'-biphenyl]-3-yl)methyl]pyrrolidin-3-yl}-ethanesulfonamide F[C@@H]1[C@@H]([C@@H](N(C1)C(C(C)C)=O)CC=1C(=C(C=CC1)C1=C(C(=CC=C1)F)F)F)NS(=O)(=O)CC